COC(C=1C(N)=CC=CC1)=O.ClC[C@H]1OC1 (S)-2-(chloromethyl)oxirane METHYLANTHRANILATE